2-(3-Methoxyphenyl)ethanol COC=1C=C(C=CC1)CCO